OC1(CN(CCC1)CCC)C (2S)-1-(3-hydroxy-3-methylpiperidine-1-yl)propane